cyanoboron C(#N)[B]